2-(2-(1-phenyl-3-(pyridin-4-yl)-1H-pyrazol-4-yl)vinyl)isonicotinic acid C1(=CC=CC=C1)N1N=C(C(=C1)C=CC=1C=C(C(=O)O)C=CN1)C1=CC=NC=C1